(S)-4-(1-methyl-2-oxopiperidin-3-yl)phenyl trifluoromethanesulfonate FC(S(=O)(=O)OC1=CC=C(C=C1)[C@H]1C(N(CCC1)C)=O)(F)F